2-(4-(4-((3-chlorobenzyl)amino)-6-(3,5-dimethylisoxazol-4-yl)quinazolin-2-yl)piperazin-1-yl)acetamide ClC=1C=C(CNC2=NC(=NC3=CC=C(C=C23)C=2C(=NOC2C)C)N2CCN(CC2)CC(=O)N)C=CC1